C(C)O[C@H](C(=O)O)CC1=CC=C(C=C1)OCCC1=CC=C(C=C1)OS(=O)(=O)C (2S)-2-ethoxy-3-[4-[2-(4-methylsulfonyloxyphenyl)ethoxy]phenyl]propanoic acid